N-((1-ethyl-1H-pyrazolo[3,4-c]pyridin-5-yl)methylene)-2-methylpropan-2-sulfinamide C(C)N1N=CC=2C1=CN=C(C2)C=NS(=O)C(C)(C)C